dimethoxymethyl-chlorosilane COC(OC)[SiH2]Cl